C1(=CC=C(C=C1)NC1=CC=2C(C3=CC=CC=C3C2C=C1)(C1=CC=CC=C1)C1=CC=CC=C1)C1=CC=CC=C1 2-(4-biphenylyl)amino-9,9-diphenylfluorene